C1=2C3=NC=C(CCCCCCNC(CCC4=C5C=CNC5=CC=C4CC(=CC=C1)C2)=O)N3 3,12,20,31-tetrazapentacyclo[24.3.1.12,5.016,24.017,21]hentriaconta-1(30),2,4,16,18,21,23,26,28-nonaen-13-one